1-[(4-chloro-6-methyl(2-quinolyl))amino]-3,4-dimethylazoline-2,5-dione ClC1=CC(=NC2=CC=C(C=C12)C)NN1C(C(=C(C1=O)C)C)=O